COC1=C(C=CC=C1)C(/C=C(/C=O)\C)CC=C(C)C (E)-4-(2-methoxyphenyl)-2,7-dimethyloct-2,6-dienal